4-succinimidyloxycarbonyl-alpha-methyl-alpha-(2-pyridyl-dithio)-toluene C1(CCC(N1OC(=O)C1=CC=C(C(SSC2=NC=CC=C2)C)C=C1)=O)=O